Racemic-3-(3-chloro-4-fluorophenyl)-1-(1-(1-oxo-1,2-dihydroisoquinolin-4-yl)ethyl)-1-(pyrimidin-5-ylmethyl)urea ClC=1C=C(C=CC1F)NC(N(CC=1C=NC=NC1)[C@H](C)C1=CNC(C2=CC=CC=C12)=O)=O |r|